C(C)(C)(C)OC(=O)N1[C@@H](CN(C[C@@H]1C)C1=CC=C(C=2N=C(C=NC12)P(=O)(C)C)C(=O)O)C 8-[(3R,5S)-4-tert-butoxycarbonyl-3,5-dimethyl-piperazin-1-yl]-3-dimethylphosphoryl-quinoxaline-5-carboxylic acid